2-(3-(4-isopropyl-4H-1,2,4-triazol-3-yl)phenyl)-6-methyl-7-nitrophthalazin-1(2H)-one C(C)(C)N1C(=NN=C1)C=1C=C(C=CC1)N1C(C2=CC(=C(C=C2C=N1)C)[N+](=O)[O-])=O